methyl N-[7-(5-amino-1-benzyl-1H-1,3-benzodiazol-2-yl)heptyl]carbamate NC1=CC2=C(N(C(=N2)CCCCCCCNC(OC)=O)CC2=CC=CC=C2)C=C1